1-hydroxybutane-1,1-diphosphonic acid OC(CCC)(P(O)(=O)O)P(O)(=O)O